N[C@@H]1C[C@H](CC1)NC([O-])=O (1S,3S)-3-aminocyclopentylcarbamate